S1C(=NC=C1)C(C)=O 1-(1,3-thiazol-2-yl)-1-ethanone